SCSC(CC(CC(SCS)SCS)CC(SCS)SCS)SCS tri(2,2-bis(mercaptomethylthio)ethyl)methane